NC1=NC=2C=CC(=CC2C2=C1C=NN2C)C(=O)N(CC2=NC=C(C=C2)C(F)(F)F)N2C(OC1(CC(C1)(F)F)C2)=O 4-amino-N-(2,2-difluoro-6-oxo-5-oxa-7-azaspiro[3.4]octan-7-yl)-1-methyl-N-((5-(trifluoromethyl)pyridin-2-yl)methyl)-1H-pyrazolo[4,3-c]quinoline-8-carboxamide